Ethyl {[1-(4-tert-butylphenyl)-5-phenyl-1H-pyrazol-3-yl]oxy}acetate C(C)(C)(C)C1=CC=C(C=C1)N1N=C(C=C1C1=CC=CC=C1)OCC(=O)OCC